5-[3-(1,4-diazepane-1-carbonyl)-1-(3,5-dichlorophenyl)-7-methoxy-4,5-dihydrobenzo[g]indazol-8-yl]pyridine-3-carboxamide N1(CCNCCC1)C(=O)C1=NN(C=2C3=C(CCC12)C=C(C(=C3)C=3C=C(C=NC3)C(=O)N)OC)C3=CC(=CC(=C3)Cl)Cl